1-((1R,5S,6r)-6-(((3-fluoro-6-(1-methyl-1H-pyrazol-4-yl)pyrazolo[1,5-a]pyridin-4-yl)oxy)methyl)-3-azabicyclo[3.1.1]heptan-3-yl)prop-2-en-1-one FC=1C=NN2C1C(=CC(=C2)C=2C=NN(C2)C)OCC2[C@H]1CN(C[C@@H]2C1)C(C=C)=O